tert-butyl N-[(1S)-4-[tert-butyl(dimethyl)silyl]oxy-1-[(2S,4R)-2-[(4-ethynylphenyl)methylcarbamoyl]-4-hydroxy-pyrrolidine-1-carbonyl]-2,2-dimethyl-butyl]carbamate [Si](C)(C)(C(C)(C)C)OCCC([C@@H](C(=O)N1[C@@H](C[C@H](C1)O)C(NCC1=CC=C(C=C1)C#C)=O)NC(OC(C)(C)C)=O)(C)C